exo-2-oxo-bicyclo[4.1.0]heptane-7-carboxylic acid ethyl ester C(C)OC(=O)C1C2CCCC(C12)=O